NCCOCCNC(\C=C\C1=CC=C(C=C1)Cl)=O (E)-N-(2-(2-aminoethoxy)ethyl)-3-(4-chlorophenyl)acrylamide